2-(5-(((1R,2R,3S,5S)-2-fluoro-1,5-dimethyl-8-azabicyclo[3.2.1]octan-3-yl)oxy)-1,3,4-thiadiazol-2-yl)-5-(1H-imidazol-1-yl)phenol F[C@@H]1[C@]2(CC[C@@](C[C@@H]1OC1=NN=C(S1)C1=C(C=C(C=C1)N1C=NC=C1)O)(N2)C)C